FC=1C(=C(NC2=C(NC3=C2C(NCC3)=O)C3=C(C=NC=C3)OC[C@@H]3CN(CCO3)C(=O)OC(C)(C)C)C=CC1)OC Tert-butyl (2S)-2-[({4-[3-(3-fluoro-2-methoxyanilino)-4-oxo-4,5,6,7-tetrahydro-1H-pyrrolo[3,2-c]pyridin-2-yl]pyridin-3-yl}oxy)methyl]morpholine-4-carboxylate